FC1CN(C1)C(=O)NC1=CC(=C(C=C1)F)N1N=C2N=CC(=CC2=C1)N1CCCC1 3-fluoro-N-{4-fluoro-3-[5-(pyrrolidin-1-yl)-2H-pyrazolo[3,4-b]pyridin-2-yl]phenyl}azetidine-1-carboxamide